(E)-1-(4-(4-(4-amino-7-methyl-5-(4-((6-methylpyridin-2-yl)oxy)phenyl)-7H-pyrrolo[2,3-d]pyrimidin-6-yl)-1H-pyrazol-1-yl)piperidin-1-yl)-4-(dimethylamino)-2-methylbut-2-en-1-one NC=1C2=C(N=CN1)N(C(=C2C2=CC=C(C=C2)OC2=NC(=CC=C2)C)C=2C=NN(C2)C2CCN(CC2)C(\C(=C\CN(C)C)\C)=O)C